OC=1C=C(C=C2C=C(C(N(C12)C)=O)OCC(=O)NC)[N+](=O)[O-] 2-[(8-hydroxy-1-methyl-6-nitro-2-oxo-3-quinolinyl)oxy]-N-methyl-acetamide